5-(bromomethyl)-7-[4-(trifluoromethoxy)phenyl]oxazolo[5,4-b]pyridine BrCC1=CC(=C2C(=N1)OC=N2)C2=CC=C(C=C2)OC(F)(F)F